C(N)(=O)C1(CCN(CC1)C1=C2N=C(N(C2=NC(=N1)C=1NC=C(N1)C(=O)O)C1=CC=C(C=C1)Cl)C1=C(C=CC=C1)Cl)C [6-(4-carbamoyl-4-methyl-1-piperidinyl)-8-(2-chlorophenyl)-9-(4-chlorophenyl)purin-2-yl]imidazole-4-carboxylic acid